N1(N=CN=C1)C=1C=CC(=NC1)C(C)=O 1-(5-(1H-1,2,4-Triazol-1-yl)pyridin-2-yl)ethan-1-one